C(C=CCCC)(=O)OC(\C=C/CCC)=O cis-2-hexenoyl hexenoate